N2-(5-methoxy-2-methyl-2H-indazol-4-yl)-N4-methyl-5-(trifluoromethyl)pyrimidine-2,4-diamine COC1=C(C2=CN(N=C2C=C1)C)NC1=NC=C(C(=N1)NC)C(F)(F)F